FC(C1=NN(C(=N1)C(=O)N1[C@@H](C2=C(CC1)NC=N2)C=2OC1=C(N2)C=CC=C1F)C)F (S)-(3-(difluoromethyl)-1-methyl-1H-1,2,4-triazol-5-yl)(4-(7-fluorobenzo[d]oxazol-2-yl)-6,7-dihydro-1H-imidazo[4,5-c]pyridin-5(4H)-yl)methanone